3-methoxy-4-{[3-(4-{[(1R,4R)-4-{7-oxa-2-azaspiro[3.5]nonan-2-yl}cyclohexyl]amino}-1-(2,2,2-trifluoro-ethyl)-1H-indol-2-yl)prop-2-yn-1-yl]amino}benzamide COC=1C=C(C(=O)N)C=CC1NCC#CC=1N(C2=CC=CC(=C2C1)NC1CCC(CC1)N1CC2(C1)CCOCC2)CC(F)(F)F